C1(=CC=CC=C1)N(C(CC)=O)C1CCN(CC1)CCNC(=O)CCCC(=O)[O-].[Li+] Lithium 4-({2-[4-(N-phenylpropanamido)piperidin-1-yl]ethyl}carbamoyl)butanoate